N-(2,2,2-trifluoro-1-(4-fluorophenyl)ethyl)-[1,2,4]triazolo[4,3-a]pyridine-7-sulfonamide FC(C(C1=CC=C(C=C1)F)NS(=O)(=O)C1=CC=2N(C=C1)C=NN2)(F)F